1-{[4-(5-bromo-6-ethylpyridin-2-yl)-1-methyl-1H-1,2,3-triazol-5-yl]methyl}-3-methyl-4-(2-methylpropyl)-2,3-dihydro-1H-imidazol-2-one BrC=1C=CC(=NC1CC)C=1N=NN(C1CN1C(N(C(=C1)CC(C)C)C)=O)C